2,2-Bis-(4-hydroxy-tert-butylphenyl)-propan OC1=CC(=C(C=C1)C(C)(C)C1=C(C=C(C=C1)O)C(C)(C)C)C(C)(C)C